C(C)(C)(C)OC(=O)N1C[C@H]2CN(C[C@@H]2C1)C1CCOCC1 (3aR,6aR)-5-(tetrahydro-2H-pyran-4-yl)hexahydropyrrolo[3,4-c]pyrrole-2(1H)-carboxylic acid tert-butyl ester